N1N=NC=C1CNC1=NN=C(O1)C1CCN(CC1)C(=O)OCC1=CC2=C(OCO2)C=C1 benzo[d][1,3]dioxol-5-ylmethyl 4-(5-(((1H-1,2,3-triazol-5-yl)methyl)amino)-1,3,4-oxadiazol-2-yl)piperidine-1-carboxylate